C(C)N(S(F)(F)F)CC N,N-diethyl-S,S,S-trifluoro-λ4-sulfanamine